3-bromo-5-(1H-pyrazol-1-yl)aniline BrC=1C=C(N)C=C(C1)N1N=CC=C1